ClC1=CC2=C(N=N1)N(C(C21CCN(CC1)C(=O)OCC1=CC=CC=C1)=O)CC1=C(C=C(C=C1)OC)OC benzyl 3'-chloro-7'-[(2,4-dimethoxyphenyl)methyl]-6'-oxospiro[piperidine-4,5'-pyrrolo[2,3-c]pyridazine]-1-carboxylate